CC1=C(C=2N(C=C1C1=C(C3=NC(=CC=C3N1)N1C[C@H](N(C[C@@H]1C)C(CCNC([2H])([2H])[2H])=O)C)C(C)C)N=CN2)C 1-[(2R,5S)-4-(2-{7,8-Dimethyl-[1,2,4]triazolo[1,5-a]pyridin-6-yl}-3-(propan-2-yl)-1H-pyrrolo[3,2-b]pyridin-5-yl)-2,5-dimethylpiperazin-1-yl]-3-[(2H3)methylamino]propan-1-on